C(C)(C)C1=NOC(=N1)N1CCC(CC1)OC(C)C=1SC2=NC(=CC=C2N1)C1=CC=C(C=C1)S(=O)(=O)C 3-isopropyl-5-(4-(1-(5-(4-(methyl-sulfonyl)phenyl)thiazolo[5,4-b]pyridin-2-yl)ethoxy)piperidin-1-yl)-1,2,4-oxadiazole